C(C)(SCC=1N=C(OC1)CO[Si](C)(C)C(C)(C)C)=O S-((2-(((tert-butyldimethylsilyl)oxy)methyl)oxazol-4-yl)methyl) ethanethioate